1-(9Z,12Z-octadecadienoyl)-2-heneicosanoyl-glycero-3-phosphocholine CCCCCCCCCCCCCCCCCCCCC(=O)O[C@H](COC(=O)CCCCCCC/C=C\C/C=C\CCCCC)COP(=O)([O-])OCC[N+](C)(C)C